4-(2-cyanophenyl)sulfanyl-6-[5-methyl-1-[[(3R)-3-piperidyl]methyl]pyrazol-4-yl]pyrazolo[1,5-a]pyridine-3-carbonitrile C(#N)C1=C(C=CC=C1)SC=1C=2N(C=C(C1)C=1C=NN(C1C)C[C@H]1CNCCC1)N=CC2C#N